9,10-di-(2-naphthyl)anthracene C1=C(C=CC2=CC=CC=C12)C=1C2=CC=CC=C2C(=C2C=CC=CC12)C1=CC2=CC=CC=C2C=C1